BrC1=CC=C2C(=NC(=NC2=C1)Cl)N1[C@@H](CCC1)CO (S)-(1-(7-bromo-2-chloroquinazolin-4-yl)pyrrolidin-2-yl)methanol